BrC=1C=C2C(=NC1)C(=NN2C(=S)SC)C methyl 6-bromo-3-methyl-1H-pyrazolo[4,3-b]pyridine-1-carbodithioate